C(CCC)NCC1=CC(=NC=C1)C=1C=C2CN(C(C2=CC1)=O)C1C(NC(CC1)=O)=O 3-(5-(4-((butylamino)methyl)pyridin-2-yl)-1-oxoisoindolin-2-yl)piperidine-2,6-dione